ClC1=CC(=C(COC2=CC=CC(=N2)C2CCN(CC2)CC2=NC3=C(N2CCN2CCOCC2)C=C(C=C3)C(=O)O)C=C1)F 2-[(4-{6-[(4-chloro-2-fluorobenzyl)oxy]pyridin-2-yl}piperidin-1-yl)methyl]-1-[2-(morpholin-4-yl)ethyl]-1H-benzimidazole-6-carboxylic acid